7-(2-methoxypyridin-4-yl)pyrazolo[1,5-a]pyridine-3-carbaldehyde COC1=NC=CC(=C1)C1=CC=CC=2N1N=CC2C=O